3-methoxypyridine-2-carboxylic acid N-(((benzyloxy)-carbonyl)-methyl)-amide C(C1=CC=CC=C1)OC(=O)CNC(=O)C1=NC=CC=C1OC